5-METHYL-N-(1-METHYL-1H-INDAZOL-7-YL)-6-(4-(TRIFLUOROMETHYL)-1H-PYRAZOL-1-YL)PYRIDINE-3-SULFONAMIDE CC=1C=C(C=NC1N1N=CC(=C1)C(F)(F)F)S(=O)(=O)NC=1C=CC=C2C=NN(C12)C